(2-pyrrolidin-1-ylethoxy)pyrrolidine N1(CCCC1)CCON1CCCC1